3,4,5-tris(tri-tert-butylsilyloxy)benzoic acid C(C)(C)(C)[Si](OC=1C=C(C(=O)O)C=C(C1O[Si](C(C)(C)C)(C(C)(C)C)C(C)(C)C)O[Si](C(C)(C)C)(C(C)(C)C)C(C)(C)C)(C(C)(C)C)C(C)(C)C